C1(=CC(=CC=C1)C1=NC(=NC=C1Cl)N[C@@H]1C[C@@H](CCC1)C(=O)N1CCC(CC1)CCN1CCCCC1)C1=CC=CC=C1 1-(2-(1-((1R,3S)-3-((4-([1,1'-biphenyl]-3-yl)-5-chloropyrimidin-2-yl)amino)cyclohexane-1-carbonyl)piperidin-4-yl)ethyl)piperidin